Cl.NC1CCC2(CC(C(C(C2)=O)C2=C(C=C(C=C2C)C#CC)C)=O)CC1 9-amino-3-(2,6-dimethyl-4-prop-1-ynyl-phenyl)spiro[5.5]undecane-2,4-dione hydrochloride